2-((2S,4S)-4-(6-fluoro-7-(4-fluoroisoquinolin-1-yl)-8-methyl-4-((S)-1-((S)-1-methylpyrrolidin-2-yl)ethoxy)-1H-[1,2,3]triazolo[4,5-c]quinolin-1-yl)piperidin-2-yl)acetonitrile FC1=C(C(=CC=2C3=C(C(=NC12)O[C@@H](C)[C@H]1N(CCC1)C)N=NN3[C@@H]3C[C@H](NCC3)CC#N)C)C3=NC=C(C1=CC=CC=C31)F